FC1=CC=C(C=C1)C1(CCN(CC1)C1=CN=CC(=N1)C=1C=C(C(=O)N(C)C)C=CC1)O 3-(6-(4-(4-fluorophenyl)-4-hydroxypiperidin-1-yl)pyrazin-2-yl)-N,N-dimethylbenzamide